3-(2-hydroxyphenyl)-7,8-dihydropyrrolo[3',4':4,5]Pyrrolo[2,3-c]Pyridazine OC1=C(C=CC=C1)C1=CC2=C(N=N1)NC1=C2C=NC1